C1(OC(C(F)O1)F)=O 5-cis-bis-fluoroethylene carbonate